S(=O)(=O)(O)ON1[C@@H]2CC[C@H](N(C1=O)C2)C(NC(C2=CC=NC=C2)=O)=N (2S,5R)-2-(N-isonicotinoyl carbamimidoyl)-7-oxo-1,6-diazabicyclo[3.2.1]oct-6-yl hydrogensulfate